FC1=CC(=C(NC(C)C=2C=C(C=C3C(N(C(=NC23)N2CCOCC2)C)=O)C)C=C1)N1CCC(CC1)O 8-[1-[4-fluoro-2-(4-hydroxy-1-piperidyl)anilino]ethyl]-3,6-dimethyl-2-morpholino-quinazolin-4-one